[C@H]12COC[C@@H]2C1N1N=C2N=C(C=NC2=C1)C1=C(C=C(C=C1C)C(F)(F)F)O 2-(2-((1R,5S,6S)-3-oxabicyclo[3.1.0]hexan-6-yl)-2H-pyrazolo[3,4-b]pyrazin-6-yl)-3-methyl-5-(trifluoromethyl)phenol